CN(C(CN1C(C2=C(C=CC=C2C1)NC=1C=C2C(=NC1)N(N=C2C)C2OCCCC2)=O)=O)CC(F)(F)F N-methyl-2-[7-[(3-methyl-1-tetrahydropyran-2-yl-pyrazolo[3,4-b]pyridin-5-yl)amino]-1-oxo-isoindolin-2-yl]-N-(2,2,2-trifluoroethyl)acetamide